1-[9-(4-chlorophenyl)-8-(3-fluoro-2-pyridyl)-2-[2-hydroxyethyl(methyl)amino]purin-6-yl]-4-methyl-piperidine-4-carboxamide ClC1=CC=C(C=C1)N1C2=NC(=NC(=C2N=C1C1=NC=CC=C1F)N1CCC(CC1)(C(=O)N)C)N(C)CCO